(R)-3-methyl-2-(8-(1-methylpiperidin-3-yl)-5,6,7,8-tetrahydropyrido[3,2-e][1,2,4]triazin-3-yl)-5-(trifluoromethyl)phenol CC=1C(=C(C=C(C1)C(F)(F)F)O)C=1N=NC2=C(N1)CCCN2[C@H]2CN(CCC2)C